C(CCCCCCC)OC1=C(C=C(C(=C1)C1=CC(=CS1)CCCCCCCCCC)OCCCCCCCC)C1=CC(=CS1)CCCCCCCCCC 5,5'-(2,5-bis(octyloxy)-1,4-phenylene)bis(3-decylthiophene)